1-(2-iodophenyl)-N,N-dimethyl-piperidin-4-amine IC1=C(C=CC=C1)N1CCC(CC1)N(C)C